di-sodium methyl-2-sulfolaurate COC(C(CCCCCCCCCC)S(=O)(=O)O)=O.[Na].[Na]